OC1C2=C(C(N1CCC(=O)OC)=O)SC1=C2C=C(C(=C1)OC)OC Methyl 3-(1-hydroxy-6,7-dimethoxy-3-oxo-1,3-dihydro-2H-benzo[4,5]thieno[2,3-c]pyrrol-2-yl)propanoate